(1-(6-(4-chlorophenyl)-2-(1-methyl-1H-pyrazol-4-yl)pyrimidin-4-yl)piperidin-4-yl)ethan-1-ol ClC1=CC=C(C=C1)C1=CC(=NC(=N1)C=1C=NN(C1)C)N1CCC(CC1)C(C)O